ClC1=C2CCN([C@@H](C2=C(C=C1)OCC1=NN(C2=CC=CC=C12)C)CN1C(CCC1)=O)C(=O)[C@H]1[C@H](CCCC1)C(=O)O (1S,2R)-2-((S)-5-Chloro-8-((1-methyl-1H-indazol-3-yl)methoxy)-1-((2-oxopyrrolidin-1-yl)methyl)-1,2,3,4-tetrahydro-isoquinoline-2-carbonyl)cyclohexane-1-carboxylic acid